(4-(t-butyl)phenyl)methylamine C(C)(C)(C)C1=CC=C(C=C1)CN